FC1=C(C=CC(=C1)N)NC1CCN(CC1)C 2-fluoro-N1-(1-methylpiperidin-4-yl)benzene-1,4-diamine